C(C)SC1=NC(NC(N1CC1=C(C=C(C(=C1)F)F)F)=O)=O 6-(ethylsulfanyl)-1-(2,4,5-trifluorobenzyl)-1,3,5-triazine-2,4(1H,3H)-dione